3-Bromofuran BrC1=COC=C1